N-[1-[3-chloro-5-[(7S)-6-(2-chloro-3-methoxy-benzoyl)-2,7-dimethyl-5,7-dihydro-4H-pyrazolo[3,4-c]pyridin-3-yl]phenyl]cyclopropyl]methanesulfonamide ClC=1C=C(C=C(C1)C=1N(N=C2[C@@H](N(CCC21)C(C2=C(C(=CC=C2)OC)Cl)=O)C)C)C2(CC2)NS(=O)(=O)C